FC=1C=C(C(=NC1)C1=CC(=CN1C)C(=O)N)OCC=1C=NC=C(C1)F 5-{5-fluoro-3-[(5-fluoropyridin-3-yl)methoxy]pyridin-2-yl}-1-methyl-1H-pyrrole-3-carboxamide